dichloropyranone ClC1=C(C(OC=C1)=O)Cl